(1R,2S)-N-[7-chloro-6-[4-((3S,4S)-4-hydroxy-3-methyl-tetrahydrofuran-3-yl)piperazin-1-yl]-3-isoquinolinyl]-2-methyl-2-tetrahydrofuran-3-yl-cyclopropanecarboxamide ClC1=C(C=C2C=C(N=CC2=C1)NC(=O)[C@H]1[C@@](C1)(C1COCC1)C)N1CCN(CC1)[C@]1(COC[C@H]1O)C